5-(2-(3-Fluoro-2,3-dimethylbutyl)oxazol-5-yl)-6-(chinolin-7-yl)picolinonitril FC(C(CC=1OC(=CN1)C=1C=CC(=NC1C1=CC=C2C=CC=NC2=C1)C#N)C)(C)C